tin telluride sulfur [S].[Sn]=[Te]